(trimethyl-silane) methyl-acetate COC(C)=O.C[SiH](C)C